N1=CNC=2C(=NC=CC21)C(=O)N2CCN(CC2)C2=C(N(C=1N(C2=O)N=C(N1)N(C)C)CC(=O)NC1=C(C=C(C=C1)C(F)(F)F)Cl)CC 2-(6-(4-(3H-imidazo[4,5-c]pyridine-4-carbonyl)piperazin-1-yl)-2-(dimethylamino)-5-ethyl-7-oxo-[1,2,4]triazolo[1,5-a]pyrimidin-4(7H)-yl)-N-(2-chloro-4-(trifluoromethyl)phenyl)acetamide